OC1=C(C=C(C=C1)C(C)(C)CC(C)(C)C)C1=C(C=CC=C1)C1=CC=CC=2NN=NC21 2-(2'-hydroxy-5'-tert-octylphenyl)phenylbenzotriazole